2-(7-((1R,5S,7r)-3-oxa-9-azabicyclo[3.3.1]nonan-7-yl)-7H-pyrrolo[2,3-c]pyridazin-3-yl)-5-(1-methyl-1H-pyrazol-4-yl)phenol [C@H]12COC[C@H](CC(C1)N1C=CC3=C1N=NC(=C3)C3=C(C=C(C=C3)C=3C=NN(C3)C)O)N2